Cl.Cl.CCCCCC(CCC)O nonan-6-ol dihydrochloride